6-(3-Chloro-2,6-difluorobenzylamino)-9-β-D-arabinofuranosylpurin ClC=1C(=C(CNC2=C3N=CN(C3=NC=N2)[C@H]2[C@@H](O)[C@H](O)[C@H](O2)CO)C(=CC1)F)F